FC1=C(C=C(C=C1)N(C(=O)C=1N=C(C=2N(C1)C(=CN2)C2=CC=C(C=C2)NC(OC)=O)C)C)OC methyl N-[4-[6-[(4-fluoro-3-methoxy-phenyl)-methyl-carbamoyl]-8-methyl-imidazo[1,2-a]pyrazin-3-yl]phenyl]carbamate